4-bromo-5-fluoro-2-nitrophenol BrC1=CC(=C(C=C1F)O)[N+](=O)[O-]